OCC1(COC(OC1)C1C2C=CC(C1)C2)CO [5-(hydroxymethyl)-2-(5-norbornen-2-yl)-1,3-dioxan-5-yl]methanol